O.C(C)(=O)[O-].[Mg+2].OCCCCCCOC1=CC=C(C=C1)\C=C\C(=O)C1=CC=CC=C1.C(C)(=O)[O-] 4-(6-hydroxyhexyloxy)chalcone Magnesium acetate hydrate